methyl-4-(7-chloro-4-(morpholinomethyl)quinolin-2-yl)benzaldehyde CC1=C(C=O)C=CC(=C1)C1=NC2=CC(=CC=C2C(=C1)CN1CCOCC1)Cl